(1R,2R)-N-(8-amino-7-fluoro-6-(4-methylpyridin-3-yl)isoquinolin-3-yl)-2-(1H-imidazol-5-yl)cyclopropane-1-carboxamide NC=1C(=C(C=C2C=C(N=CC12)NC(=O)[C@H]1[C@@H](C1)C1=CN=CN1)C=1C=NC=CC1C)F